1-Ethyl-1,2,3,6-tetrahydropyridin-4-yl trifluoromethanesulfonate FC(S(=O)(=O)OC=1CCN(CC1)CC)(F)F